C(C)C(CN)CCCCCCCN 2-ethyl-1,9-nonanediamine